C1(CC1)C=1C=NN(C1)[C@@H]1[C@H](CC1)C=1NC(C2=C(N1)N(N=C2C#N)[C@@H](C)C=2C=NC(=CC2)C(F)(F)F)=O 6-((1S,2S)-2-(4-Cyclopropyl-1H-pyrazol-1-yl)cyclobutyl)-4-oxo-1-((S)-1-(6-(trifluoromethyl)pyridin-3-yl)ethyl)-4,5-dihydro-1H-pyrazolo[3,4-d]pyrimidin-3-carbonitril